ClC(C1=NC(=NC(=N1)C(Cl)(Cl)Cl)C=1C=C(SC1)C(C(=O)O)C)(Cl)Cl {4-[2,4-bis(trichloromethyl)-s-triazin-6-yl]thiophenyl}propanoic acid